3-oxo-7-(trifluoromethyl)-2-[3-[(2R)-1-[4-(trifluoromethyl)-1,2-oxazol-3-yl]propan-2-yl]phenyl]-2,3-dihydro-1H-isoindole-5-carboxylic acid O=C1N(CC2=C(C=C(C=C12)C(=O)O)C(F)(F)F)C1=CC(=CC=C1)[C@@H](CC1=NOC=C1C(F)(F)F)C